7-(5-fluoro-2-(((3S,4R)-3-hydroxytetrahydro-2H-pyran-4-yl)amino)pyrimidin-4-yl)-1-isopropyl-2-((((S)-tetrahydrofuran-3-yl)amino)methyl)quinolin-4(1H)-one FC=1C(=NC(=NC1)N[C@H]1[C@@H](COCC1)O)C1=CC=C2C(C=C(N(C2=C1)C(C)C)CN[C@@H]1COCC1)=O